bis-epoxyvanillin O=C1C2=C(C=3OCOC(C3O)=C2)O1